CN1N=CC(=C1)C=1C=NC=2N(C1)N=CC2N2CCNC(CC2)=O 1-(6-(1-methyl-1H-pyrazol-4-yl)pyrazolo[1,5-a]pyrimidin-3-yl)-1,4-diazepan-5-one